OCC[Si](OCC(O)(O)O)(CCCN)CCO bis(2-hydroxyethyl)-3-aminopropyl-trihydroxyethoxysilane